2-(4'-nitrophenyl)-6-methoxybenzothiazole [N+](=O)([O-])C1=CC=C(C=C1)C=1SC2=C(N1)C=CC(=C2)OC